(R)-1-(5-Fluoropyridin-3-yl)-2-((2-((1R,3S)-3-methoxycyclohexyl)propan-2-yl)amino)ethan-1-ol FC=1C=C(C=NC1)[C@H](CNC(C)(C)[C@H]1C[C@H](CCC1)OC)O